3-Boc-3,9-diazaspiro[5.5]undecane C(=O)(OC(C)(C)C)N1CCC2(CC1)CCNCC2